4-methyl-3-(pyrrolidin-1-yl)-5-((trimethylsilyl)ethynyl)pyridine CC1=C(C=NC=C1C#C[Si](C)(C)C)N1CCCC1